ClC1=NC(=CC(=C1I)N)N1CC2(C(C2)(F)F)C1 2-chloro-6-(2,2-difluoro-5-azaspiro[2.3]hexan-5-yl)-3-iodo-pyridin-4-amine